C1N(CCCC12CCOCC2)CCCOC=2C(=C(C=CC2)C2=C(C(=CC=C2)COC=2C(=CC(=C(OCC=1C=NC=C(C#N)C1)C2)C=O)Cl)C)C 5-((5-((3'-(3-(9-oxa-2-azaspiro[5.5]undecan-2-yl)propoxy)-2,2'-dimethyl-[1,1'-biphenyl]-3-yl)methoxy)-4-chloro-2-formylphenoxy)methyl)nicotinonitrile